9-ethyl-1,2,3,4,5,6,7,8-octahydroanthracene C(C)C=1C=2CCCCC2C=C2CCCCC12